FC1=C(C=C(C(=C1)[N+](=O)[O-])OC)C1=NC=C(C2=C1C(=NO2)N)C=2C=NNC2 4-(2-fluoro-5-methoxy-4-nitrophenyl)-7-(1H-pyrazol-4-yl)isoxazolo[4,5-c]pyridin-3-amine